FC1(CCN(CC1)C=1C=C(C(=O)OC)C=C(C1C)[N+](=O)[O-])F methyl 3-(4,4-difluoropiperidin-1-yl)-4-methyl-5-nitrobenzoate